N-(4-((4-ethylpiperazin-1-yl)methyl)-3-(trifluoromethyl)phenyl)-4-methyl-3-(7-nitroquinazolin-4-yloxy)benzamide C(C)N1CCN(CC1)CC1=C(C=C(C=C1)NC(C1=CC(=C(C=C1)C)OC1=NC=NC2=CC(=CC=C12)[N+](=O)[O-])=O)C(F)(F)F